N-((((1R,2S)-2-(phenylethynyl)cyclohexyl)oxy)carbonyl)-O-((1S,3S)-3-(2-(5,6,7,8-tetrahydro-1,8-naphthyridin-2-yl)ethyl)cyclobutyl)-L-homoserine C1(=CC=CC=C1)C#C[C@H]1[C@@H](CCCC1)OC(=O)N[C@@H](CCOC1CC(C1)CCC1=NC=2NCCCC2C=C1)C(=O)O